C(C1=CC=CC=C1)N(C(C(C)(C1(CC1)C)C)=O)O N-benzyl-N-hydroxy-2-methyl-2-(1-methylcyclopropyl)propanamide